N,N'-bis(Boc)-S-methylisothiourea C(=O)(OC(C)(C)C)NC(SC)=NC(=O)OC(C)(C)C